cis-methyl-3-oxo-2-hexylcyclopentanacetate COC(C[C@H]1[C@H](C(CC1)=O)CCCCCC)=O